ClC1=C(OC2=NC=C(C(=C2)S(=O)(=O)NC2CS(C2)(=O)=O)O)C(=CC(=C1)N1N=C(C(NC1=O)=O)C(F)F)Cl 2-[2,6-dichloro-4-[6-(difluoromethyl)-3,5-dioxo-1,2,4-triazin-2-yl]-phenoxy]-N-(1,1-dioxothietan-3-yl)-5-hydroxy-pyridine-4-sulfonamide